5-Methyl-4-[2-methyl-4-(1-methylpyrazol-4-yl)phenyl]sulfonyl-1-(trifluoromethyl)-2,3-dihydroquinoxaline CC1=C2N(CCN(C2=CC=C1)C(F)(F)F)S(=O)(=O)C1=C(C=C(C=C1)C=1C=NN(C1)C)C